ClC1=C(C=CC=C1Cl)COC1=C(C=C(C=C1)C1C=2C(NC(C1)=O)=NNC2)OC 4-{4-[(2,3-Dichlorophenyl)methoxy]-3-methoxyphenyl}-2H,4H,5H,6H,7H-pyrazolo[3,4-b]pyridin-6-one